FC1=C(C(=O)O)C=CC(=C1)C1(NC(NC1=O)=O)COC 2-fluoro-4-(4-methoxymethyl-2,5-dioxoimidazolidin-4-yl)benzoic acid